(R)-4-(2-chloro-4-fluorophenyl)-7-((1-oxo-1-(piperazin-1-yl)propan-2-yl)oxy)-2H-chromen-2-one TFA salt OC(=O)C(F)(F)F.ClC1=C(C=CC(=C1)F)C1=CC(OC2=CC(=CC=C12)O[C@@H](C(N1CCNCC1)=O)C)=O